O1CCC(CC1)NCC=1C=C2C=CN(C2=CC1)CC(F)(F)F 5-([(oxan-4-yl)amino]methyl)-1-(2,2,2-trifluoroethyl)-1H-indol